1,2-dihydro-2-(4-amino-2-trifluoromethylphenyl)-4-[4-(4-aminophenoxy)-phenyl]-naphthyridine NC1=CC(=C(C=C1)C1NC2=NC=CC=C2C(=C1)C1=CC=C(C=C1)OC1=CC=C(C=C1)N)C(F)(F)F